The molecule is a monocarboxylic acid anion that is the conjugate base of 3-mercapto-2-mercaptomethylpropanoic acid; major species at pH 7.3. It is a conjugate base of a 3-mercapto-2-mercaptomethylpropanoic acid. C(C(CS)C(=O)[O-])S